C(C)(C)OC=1C=CC(=NC1)C1=NSC(=N1)NC1=NC=C(C=C1SCC1=CC=C(C=C1)OC)C(F)(F)F 3-(5-isopropoxypyridin-2-yl)-N-(3-((4-methoxybenzyl)thio)-5-(trifluoromethyl)pyridin-2-yl)-1,2,4-thiadiazol-5-amine